C(CCCCCC(=O)OC(CCCCCCCCC)C)(=O)OCC(COC(CCCCCC(=O)OC(CCCCCCCCC)C)=O)(COC(CCCCCC(=O)OC(CCCCCCCCC)C)=O)CO O1-[2-(hydroxymethyl)-3-[7-(1-methyldecoxy)-7-oxo-heptanoyl]oxy-2-[[7-(1-methyldecoxy)-7-oxo-heptanoyl]oxymethyl]propyl] O7-(1-methyldecyl) heptanedioate